N-(3-methyl-10H-chromeno[3,2-b]pyridin-10-yl)-2-oxo-6-(trifluoromethyl)-1,2-dihydropyridine-3-carboxamide CC=1C=C2C(=NC1)C(C=1C=CC=CC1O2)NC(=O)C=2C(NC(=CC2)C(F)(F)F)=O